1-[6-(2,6-diazaspiro[3.3]heptan-2-yl)-5-fluoro-1-methyl-indazol-3-yl]hexahydropyrimidine-2,4-dione C1N(CC12CNC2)C2=C(C=C1C(=NN(C1=C2)C)N2C(NC(CC2)=O)=O)F